5-methyl-triazol CC1=CN=NN1